3,3-dimethyl-butyraldehyde CC(CC=O)(C)C